O=C(CCCCCCCC(=O)OC(CCCCCCCC)CCCCCCCC)CCCCCCCC(=O)OCCCCCCCCC 1-(heptadecan-9-yl) 17-nonyl 9-oxoheptadecanedioate